C(\C=C(/C)\CCC[C@H](C)CCC[C@H](C)CCCC(C)C)(=O)OC[C@@H](OC(\C=C(/C)\CCC[C@H](C)CCC[C@H](C)CCCC(C)C)=O)COP(=O)(O)O 1,2-di-phytoyl-sn-glycero-3-phosphate